N-(3,6-dioxaheptyl)-2,2-bis(2-propenyl)-4-pentylamine C(COCCOC)NC(CC(C)(CC=C)CC=C)C